barium calcium hafnium [Hf].[Ca].[Ba]